(R)-N-((4-(1,2-dihydroxyethyl)-1-(4-(pentafluoro-λ6-sulfaneyl)phenyl)-1H-indazol-3-yl)methyl)acrylamide O[C@@H](CO)C1=C2C(=NN(C2=CC=C1)C1=CC=C(C=C1)S(F)(F)(F)(F)F)CNC(C=C)=O